CC([O-])(CCC)C.[Al+3].CC([O-])(CCC)C.CC([O-])(CCC)C aluminum dimethyl-n-butoxide